C(C)(C)(C)OC(NC[C@@H](COC1=CC(=CC=C1)S(=O)(=O)C(C)C)O)=O ((S)-2-hydroxy-3-(3-(isopropylsulfonyl)phenoxy)propyl)carbamic acid tert-butyl ester